N1=CN=CC(=C1)CNC=1C(=CC=CC1)N N1-(pyrimidin-5-ylmethyl)benzene-1,2-diamine